N-(4-(2-(4-(1-(3-(cyanomethyl)-1-(ethylsulfonyl)azetidin-3-yl)-1H-pyrazol-4-yl)-7H-pyrrolo[2,3-d]pyrimidin-7-yl)-2-oxoethyl)phenyl)acetamide C(#N)CC1(CN(C1)S(=O)(=O)CC)N1N=CC(=C1)C=1C2=C(N=CN1)N(C=C2)C(CC2=CC=C(C=C2)NC(C)=O)=O